O=C1NC(CCC1N1C(C2=CC=CC(=C2C1)C#CCCCCCN1CCN(CC1)C1=CC=C(C(=O)N2CCC(CC2)CCCCNC(\C=C\C2=CN=NC=C2)=O)C=C1)=O)=O (E)-N-(4-(1-(4-(4-(7-(2-(2,6-dioxopiperidin-3-yl)-1-oxoisoindolin-4-yl)hept-6-yn-1-yl)piperazin-1-yl)benzoyl)piperidin-4-yl)butyl)-3-(pyridazin-4-yl)acrylamide